(((tert-butyldiphenylsilyl)oxy)methyl)-3-methylpyrrolidin-2-one [Si](C1=CC=CC=C1)(C1=CC=CC=C1)(C(C)(C)C)OCN1C(C(CC1)C)=O